C(C)N1N=C(C=C1C1=NNC(=N1)C1=C2C=NN(C2=CC(=C1F)C(=O)N)C)C 4-[3-(1-ethyl-3-methyl-1H-pyrazol-5-yl)-1H-1,2,4-triazol-5-yl]-5-fluoro-1-methyl-1H-indazole-6-carboxamide